CC=1C=C2C(C=C(OC2=C(C1)C(C)NC1=C(C(=O)O)C=CC=C1)C=1N=CC2=C(N1)NC(=C2)C)=O 2-[1-[6-Methyl-2-(6-methyl-7H-pyrrolo[2,3-d]pyrimidin-2-yl)-4-oxo-chromen-8-yl]ethylamino]benzoic acid